FC=1C=C(C=C(C1)C)[C@H]1OCC2=CC(=CC=C2[C@H]1C1=CC=C(C=C1)N1CCC(CC1)CN1CCN(CC1)C=1C=C2CN(C(C2=CC1)=O)[C@@H]1C(NC(CC1)=O)=O)O (S)-3-(5-(4-((1-(4-((3S,4R)-3-(3-fluoro-5-methylphenyl)-7-hydroxyisochroman-4-yl)phenyl)piperidin-4-yl)methyl)piperazin-1-yl)-1-oxoisoindolin-2-yl)piperidine-2,6-dione